OCCN1C=C(C=2N(C(C=CC21)=O)C)C2=CC(=CC(=C2)OC2=CC=C(C=C2)C(F)(F)F)C 1-(2-hydroxyethyl)-4-methyl-3-{3-methyl-5-[4-(trifluoromethyl)phenoxy]phenyl}-1H,4H,5H-pyrrolo[3,2-b]pyridin-5-one